C(C)NC(C)C (ethyl)(isopropyl)amine